CC1=C(OC2=C(C=C(C=C2C1=O)C)[C@@H](C)NC=1C(=NC(=CC1)C)C(=O)OC(C)(C)C)C1=CC=CC=C1 tert-Butyl 3-[[(1R)-1-(3,6-dimethyl-4-oxo-2-phenyl-chromen-8-yl)ethyl]amino]-6-methyl-pyridine-2-carboxylate